OCCOC(C(CS)SC(C(=O)[O-])CS)=O.C1(=CC=CC=C1)C1=C([O-])C(=CC=C1)C1=CC=CC=C1 (2,6-diphenyl)phenoxide hydroxyethylthiobis(3-mercaptopropionate)